N-(3,3-Dimethylbutyl)-4-(pyridin-3-yl)-1H-imidazole-1-carboxamide CC(CCNC(=O)N1C=NC(=C1)C=1C=NC=CC1)(C)C